NC1=CC=C(C=C1)N(CCCS(=O)(=O)O)C1=CC(=CC=C1)NC1=CC=C(C=C1)N 3-((4-aminophenyl)(3-((4-aminophenyl)amino)phenyl)amino)propane-1-sulfonic acid